BrC1=C(C=CC(=C1)F)C1CN(CCN1)C1=NC(=NC(=C1)C(C)C)N 4-(3-(2-bromo-4-fluorophenyl)piperazin-1-yl)-6-isopropylpyrimidin-2-amine